(S)-8-chloro-4-((3-chlorophenyl)amino)-6-(((1-(oxetan-3-yl)-1H-1,2,3-triazol-4-yl)(pyridin-3-yl)methyl)amino)quinoline-3-carbonitrile ClC=1C=C(C=C2C(=C(C=NC12)C#N)NC1=CC(=CC=C1)Cl)N[C@@H](C=1C=NC=CC1)C=1N=NN(C1)C1COC1